C(C)N(C1=NC2=CC=CC=C2C(N1NC(CC1=CC=CC=C1)=O)=O)C N-[2-(Ethyl-methyl-amino)-4-oxo-4H-quinazolin-3-yl]-2-phenyl-acetamide